4-azabicyclo[2.2.2]octan-7-ol C12CCN(CC1)CC2O